3-(5-(4-(diphenylamino)piperidine-1-carbonyl)-6-fluoro-1-oxoisoindolin-2-yl)piperidine-2,6-dione C1(=CC=CC=C1)N(C1CCN(CC1)C(=O)C=1C=C2CN(C(C2=CC1F)=O)C1C(NC(CC1)=O)=O)C1=CC=CC=C1